C1(CC1)CC1=C2C(=NC(=C1)F)C(=C(N2)C2=CC(=NC=C2)NC(CC2=CC=C(C=C2)F)=O)C2=NC=CC=C2 N-{4-[7-(cyclopropylmethyl)-5-fluoro-3-(pyridin-2-yl)-1H-pyrrolo[3,2-b]pyridin-2-yl]pyridin-2-yl}-2-(4-fluorophenyl)acetamide